OCC1=CC=CC=2N1N=CC2C(=O)N[C@H]2COC1=C(C2)C=CC(=C1)N1CCNCC1 7-(hydroxymethyl)-N-[(3R)-7-(piperazin-1-yl)-3,4-dihydro-2H-1-benzopyran-3-yl]pyrazolo[1,5-a]pyridine-3-carboxamide